The molecule is a carbotricyclic compound obtained from the pathogenic fungi Aspergillus fumigatus and Neosartorya fischeri following activation of their polycyclic polyketide prenyltransferase (pcPTase)-containing silent clusters. It exhibits T-cell antiproliferative activity with an IC50 of 3 muM, suggesting a possible physiological role as an immunosuppressive agent. It has a role as an immunosuppressive agent and a fungal metabolite. It is a member of anthracenes, a tertiary alcohol, a cyclic ketone, an acetate ester, a member of phenols, a carbotricyclic compound and a polyketide. It contains a prenyl group. CC(=CCC1=C2C=C(C=C(C2=C(C3=C1C[C@]([C@@H](C3=O)OC(=O)C)(C/C(=C/C(=O)C)/O)O)O)O)O)C